1,2-phenylene bis(diisopropylcarbamate) C(C)(C)N(C(OC1=C(C=CC=C1)OC(N(C(C)C)C(C)C)=O)=O)C(C)C